(1-(8-fluoro-7-(8-fluoronaphthalen-1-yl)-2-((tetrahydro-1H-pyrrolizin-7a(5H)-yl)methoxy)pyrido[4,3-d]pyrimidin-4-yl)piperidin-4-yl)(1H-pyrazol-1-yl)methanone FC1=C(N=CC2=C1N=C(N=C2N2CCC(CC2)C(=O)N2N=CC=C2)OCC21CCCN1CCC2)C2=CC=CC1=CC=CC(=C21)F